2,2,6,6-tetramethyl-1,3-dihydropyridin-4-ylboronic acid CC1(NC(C=C(C1)B(O)O)(C)C)C